dicarboxyl-oxalic acid C(=O)(O)OC(C(=O)OC(=O)O)=O